(S)-1-benzyl-2-(2-(2-fluoropropan-2-yl)phenyl)pyrrolidine C(C1=CC=CC=C1)N1[C@@H](CCC1)C1=C(C=CC=C1)C(C)(C)F